tert-butyl {[1-(ethoxymethyl)cyclopentyl]methyl}methylcarbamate C(C)OCC1(CCCC1)CN(C(OC(C)(C)C)=O)C